FC(C1(CC1)C#CC1=CN=C(S1)COC1=CC=CC(=N1)C1=CC(=C(CC2=NC3=C(N2C[C@H]2OCC2)C=C(C=C3)C(=O)O)C=C1F)F)F (S)-2-(4-(6-((5-((1-(difluoromethyl)cyclopropyl)ethynyl)thiazol-2-yl)methoxy)pyridin-2-yl)-2,5-difluorobenzyl)-1-(oxetan-2-ylmethyl)-1H-benzo[d]imidazole-6-carboxylic acid